C1(CCCCC1)CN1N=CC(=C1C(=O)NC1=CC(=CC=C1)S(=O)(=O)C)C=O 1-(cyclohexylmethyl)-4-formyl-N-(3-(methylsulfonyl)phenyl)-1H-pyrazole-5-carboxamide